1-(3-fluorophenyl)ethylamine FC=1C=C(C=CC1)C(C)N